methylene 1,4-butanedisulfonate C1CCCS(=O)(=O)OCOS1(=O)=O